5-(2-aminothiazol-5-ylsulfanyl)-2,4-dimethylbenzoic acid NC=1SC(=CN1)SC=1C(=CC(=C(C(=O)O)C1)C)C